ClC=1C(=NC(=NC1C)N1CC(CC1)C1CN(CC1)C1CC(C1)(C(=O)O)C)N[C@H](C)C1=C(C=C(C=C1)Cl)Cl 3-(1'-(5-Chloro-4-(((R)-1-(2,4-dichlorophenyl)ethyl)amino)-6-methylpyrimidin-2-yl)-[3,3'-bipyrrolidine]-1-yl)-1-methylcyclobutane-1-carboxylic acid